C(#N)C(CSC([S-])=S)CCC 2-cyano-2-propylethyltrithiocarbonate